ClC=1C=NC=C(C1[C@@H](C)OC=1C=C2C(=NNC2=CC1)C=1C=C(C(=NC1)N1CC(C1)O)C#N)Cl 5-[5-[(1R)-1-(3,5-dichloro-4-pyridyl)ethoxy]-1H-indazol-3-yl]-2-(3-hydroxyazetidin-1-yl)pyridine-3-carbonitrile